2-[[tert-butyl-(dimethyl)silyl]oxymethyl]-4-fluoro-phenol C(C)(C)(C)[Si](OCC1=C(C=CC(=C1)F)O)(C)C